N[C@H](C(=O)N[C@H](C(=O)OC(C)C)CC1=C(C=C(C=C1)Cl)Cl)CC1=CC(=CC(=C1)SCCCl)SCCCl isopropyl (2S)-2-[[(2S)-2-amino-3-[3,5-bis(2-chloroethylsulfanyl)phenyl]propanoyl]amino]-3-(2,4-dichlorophenyl)propanoate